C(CCCCCCCC(=O)O)(=O)NCCS(=O)(=O)O azelaoyl-taurine